Tert-butyl (8-(2-acetyl-1-(2-chloro-4-(trifluoromethyl)benzyl)-2-methylhydrazine-1-carbonyl)-7-fluoroimidazo[1,5-a]quinoxalin-4-yl)carbamate C(C)(=O)N(N(C(=O)C1=C(C=C2N=C(C=3N(C2=C1)C=NC3)NC(OC(C)(C)C)=O)F)CC3=C(C=C(C=C3)C(F)(F)F)Cl)C